4-bromo-5-[4-(3-fluoro-benzyl)-piperazin-1-yl]-benzofuran-2-carboxylic acid BrC1=C(C=CC2=C1C=C(O2)C(=O)O)N2CCN(CC2)CC2=CC(=CC=C2)F